4-(7-bromo-2,6-dichloro-quinazolin-4-yl)piperazine-1-carboxylic acid tert-butyl ester C(C)(C)(C)OC(=O)N1CCN(CC1)C1=NC(=NC2=CC(=C(C=C12)Cl)Br)Cl